[Cl-].ON1CN(C=C1)C=C 1-hydroxy-3-vinylimidazole chloride salt